BrC=1C2=C(C=3C(=NC(=NC3C1Cl)S(=O)(=O)CC)N1[C@H]3CN([C@@H](C1)C3)C(=O)OC(C)(C)C)C(OC2)CC#N tert-Butyl (1R,4R)-5-[6-bromo-5-chloro-9-(cyanomethyl)-3-ethylsulfonyl-7,9-dihydrofuro[3,4-f]quinazolin-1-yl]-2,5-diazabicyclo[2.2.1]heptane-2-carboxylate